C(C)OC(C(=O)O)(C)OCC ethoxy[ethoxy]propionic acid